N1(CCCCC1)CCC(=O)OC(C(=O)[O-])C(=O)[O-] 2-((3-(piperidin-1-yl)propanoyl)oxy)malonate